3-bromo-5-fluorothieno[3,2-b]thiophene-2-carboxylic acid BrC=1C2=C(SC1C(=O)O)C=C(S2)F